COCCOCCN(C)C N-[2-(2-methoxyethoxy)ethyl]-N,N-dimethylamine